C(C)(=O)OC=1C(=NC=CC1NC=O)C(=O)N[C@H](C(=O)OC(C(C1=CC=CC=C1)C1=CC=CC=C1)C)C (1-methyl-2,2-diphenyl-ethyl) (2S)-2-[(3-acetoxy-4-formamido-pyridine-2-carbonyl)amino]propanoate